1,5-dimethoxynaphthalene COC1=CC=CC2=C(C=CC=C12)OC